6-Pentyl-9-β-D-ribofuranosyl-7-deazapurine C(CCCC)C1=C2C=CN(C2=NC=N1)[C@H]1[C@H](O)[C@H](O)[C@H](O1)CO